2-(piperidinyl)pyridine-5-boronic acid pinacol ester N1(CCCCC1)C1=NC=C(C=C1)B1OC(C)(C)C(C)(C)O1